NC1=C(C=C(C=N1)NC(C(=O)N1[C@@H](CC[C@H](C1)C)C1=CC(=CC(=C1)F)F)=O)C N-(6-amino-5-methyl-3-pyridyl)-2-[(2S,5R)-2-(3,5-difluorophenyl)-5-methyl-1-piperidyl]-2-oxo-acetamide